BrC1=CC=C(N)C(=C1)CCl 4-bromo-6-chloromethyl-aniline